COC(C1=C(C=CC=C1)NC(C)C=1C=C(C=C2C(N(C(=NC12)N1CCNCC1)C)=O)C)=O.C1(=CC=CC=C1)C1=NC(=NC(=N1)C1=CC=CC=C1)C1=CC=C(C=C1)N1C2=CC=CC=C2OC=2C=CC=CC12 10-[4-(4,6-diphenyl-1,3,5-triazin-2-yl)phenyl]-10H-phenoxazine methyl-2-((1-(3,6-dimethyl-4-oxo-2-(piperazin-1-yl)-3,4-dihydroquinazolin-8-yl)ethyl)amino)benzoate